2-(6'-fluoro-1'-methylspiro[cyclohexane-1,3'-indolin]-4-yl)aniline FC1=CC=C2C3(CN(C2=C1)C)CCC(CC3)C3=C(N)C=CC=C3